COC1=CC=C(CN2N=CC3=C(C2=O)C=NN3)C=C1 5-(4-methoxybenzyl)-1,5-dihydro-4H-pyrazolo[3,4-d]pyridazin-4-one